2,3,5,6-tetra-O-acetyl-galactofuranose C(C)(=O)O[C@H]1C(O)O[C@H]([C@@H]1OC(C)=O)[C@H](OC(C)=O)COC(C)=O